[(1R)-2-(6-carboxypyridin-1-ium-2-yl)oxy-1-methyl-ethyl]ammonium dichloride [Cl-].[Cl-].C(=O)(O)C1=CC=CC(=[NH+]1)OC[C@@H](C)[NH3+]